2,2-Diethoxypropanethioamide C(C)OC(C(N)=S)(C)OCC